ethyl (S)-3-(3-(4-hydroxy-1,6-dimethyl-2-oxo-1,2-dihydropyridin-3-yl)ureido)-3-(5-(2-methyl benzyl)thiophen-2-yl)propanoate OC1=C(C(N(C(=C1)C)C)=O)NC(N[C@@H](CC(=O)OCC)C=1SC(=CC1)CC1=C(C=CC=C1)C)=O